N-(pyridin-3-yl)-4-(4-(pyridin-3-yl)phenyl)butanamide N1=CC(=CC=C1)NC(CCCC1=CC=C(C=C1)C=1C=NC=CC1)=O